ethylene glycol monopropyl ether acetate C(C)(=O)OCCOCCC